(S)-quinuclidin-3-yl (2,2-diethyl-5-(2-fluoro-4-methoxyphenyl)-2,3-dihydro-1H-inden-1-yl)carbamat C(C)C1(C(C2=CC=C(C=C2C1)C1=C(C=C(C=C1)OC)F)NC(O[C@@H]1CN2CCC1CC2)=O)CC